FC1=C(C=CC=C1NS(NC)(=O)=O)CN1C(OC2=C(C1)C=CC(=C2)OC=2N=NC=CC2)=O 3-({2-fluoro-3-[(methylsulfamoyl)amino]phenyl}methyl)-7-(pyridazin-3-yloxy)-3,4-dihydro-2H-1,3-benzoxazin-2-one